C(C)C(C(=O)[O-])(O)CC(=O)[O-].C(C)C(C(=O)[O-])(O)CC(=O)[O-].C(CCC)[Sn+4]CCCC dibutyltin bis(ethylmalate)